C(C1=CC=CC=C1)OCC1CCC(CC1)C=1N=C2N(C=C(C(=C2)C(=O)O)Br)C1 ((1r,4r)-4-((benzyloxy)methyl)cyclohexyl)-6-bromoimidazo[1,2-a]Pyridine-7-carboxylic acid